4-((5-(1-(2,2-difluoroethyl)-1H-benzo[d][1,2,3]triazol-6-yl)-7H-pyrrolo[2,3-d]pyrimidin-2-yl)amino)-1-methylcyclohexan-1-ol FC(CN1N=NC2=C1C=C(C=C2)C2=CNC=1N=C(N=CC12)NC1CCC(CC1)(O)C)F